4-(3-fluoro-4-(4,4,5,5-tetramethyl-1,3,2-dioxaborolan-2-yl)phenyl)-2-isopropylmorpholine FC=1C=C(C=CC1B1OC(C(O1)(C)C)(C)C)N1CC(OCC1)C(C)C